The molecule is an N-acyl-L-phenylalanine resulting from the formal condensation of the carboxy group of arachidonic acid with the amino group of L-phenylalanine. It is a N-acyl-L-phenylalanine and a fatty amide. It derives from an arachidonic acid. It is a conjugate acid of a N-arachidonoyl-L-phenylalaninate. CCCCC/C=C\\C/C=C\\C/C=C\\C/C=C\\CCCC(=O)N[C@@H](CC1=CC=CC=C1)C(=O)O